C(C)(C)(C)OC(NC1=C2N=CNC2=NC(=N1)SC)=O (2-(methylthio)-9H-purin-6-yl)carbamic acid tert-butyl ester